fluoroornithine FN[C@@H](CCCN)C(=O)O